ClC1=CC=C(C=C1)N1CC2C(C2C1)/C(=N/O)/N (Z)-3-(4-chlorophenyl)-N'-hydroxy-3-azabicyclo[3.1.0]hexane-6-carboxamidine